[C@H](C)(CC)NC=1N=CC2=C(N1)NC=C2C2=NC=1N(C=C2)N=CC1 (S)-N-(sec-butyl)-5-(pyrazolo[1,5-a]pyrimidin-5-yl)-7H-pyrrolo[2,3-d]pyrimidin-2-amine